OC1=CC=C(C=C1)C[C@H](C(=O)OC)N1N=NC(=C1)C=1C=NC=C(C(=O)N[C@H]2C(N(CC2)[C@H](C(=O)OC)CC(C)C)=O)C1 methyl (S)-2-((R)-3-(5-(1-((R)-3-(4-hydroxyphenyl)-1-methoxy-1-oxopropan-2-yl)-1H-1,2,3-triazol-4-yl)nicotinamido)-2-oxopyrrolidin-1-yl)-4-methylpentanoate